Glycine-15N C(C(=O)O)[15NH2]